2-(4-((5-(4-cyano-3-fluorophenyl)-7-(pyrrolidin-3-ylmethyl)-7H-pyrrolo[2,3-d]pyrimidin-4-yl)oxy)-1H-pyrazol-1-yl)-N,N-dimethylacetamide C(#N)C1=C(C=C(C=C1)C1=CN(C=2N=CN=C(C21)OC=2C=NN(C2)CC(=O)N(C)C)CC2CNCC2)F